4-(3-(2-chloro-6-(ethylsulfonyl)pyridin-3-yl)-4-fluorophenyl)-7-ethyl-7H-imidazo[4,5-c]pyridazine ClC1=NC(=CC=C1C=1C=C(C=CC1F)C=1C2=C(N=NC1)N(C=N2)CC)S(=O)(=O)CC